ClC1=CC(=C(C=C1F)N1CCC(CC1)N1CCC(CC1)C1=C(C=C(C=C1)C1C(NC(CC1)=O)=O)F)F 3-(4-(1'-(4-Chloro-2,5-difluorophenyl)-[1,4'-bipiperidin]-4-yl)-3-fluorophenyl)piperidine-2,6-dione